e-3-butylidenephthalide C(/CCC)=C/1\OC(=O)C2=CC=CC=C12